8-Chloro-7-fluoronaphthalen-1-yl pivalate C(C(C)(C)C)(=O)OC1=CC=CC2=CC=C(C(=C12)Cl)F